FC1=C(NC(N=C1)=O)NC(=O)C=1C=2C[C@@H]3[C@H](C2N(N1)C1=C(C=C(C=C1)F)F)C3 (1aR,5aR)-2-(2,4-Difluoro-phenyl)-1a,2,5,5a-tetrahydro-1H-2,3-diaza-cyclopropa[a]pentalene-4-carboxylic acid (5-fluoro-2-oxo-2,3-dihydro-pyrimidin-4-yl)-amide